3-[6-(1H-pyrazol-5-yl)-[1,2,4]triazolo[4,3-a]pyridin-3-yl]cyclohexanamine N1N=CC=C1C=1C=CC=2N(C1)C(=NN2)C2CC(CCC2)N